tert-Butyl 3-(3-(((benzyloxy)carbonyl)amino)propoxy)propanoate C(C1=CC=CC=C1)OC(=O)NCCCOCCC(=O)OC(C)(C)C